1-{4-[1-(benzenesulfonyl)-4-(4,4,5,5-tetramethyl-1,3,2-dioxaborolan-2-yl)pyrrolo[2,3-b]pyridin-2-yl]phenyl}-4-methylpiperazine C1(=CC=CC=C1)S(=O)(=O)N1C(=CC=2C1=NC=CC2B2OC(C(O2)(C)C)(C)C)C2=CC=C(C=C2)N2CCN(CC2)C